(4S)-4-[(4-chloro-3-methylphenyl)(methyl)carbamoyl]-1-methyl-4H,6H-pyrrolo[3,4-c]pyrrole-5-carboxylic acid tert-butyl ester C(C)(C)(C)OC(=O)N1CC=2C([C@H]1C(N(C)C1=CC(=C(C=C1)Cl)C)=O)=CNC2C